N-benzyl-2'-(diphenylphosphino)-5-methyl-[1,1'-biphenyl]-2-carboxamide C(C1=CC=CC=C1)NC(=O)C=1C(=CC(=CC1)C)C1=C(C=CC=C1)P(C1=CC=CC=C1)C1=CC=CC=C1